(R)-1-(2,4-difluorophenyl)ethylamine FC1=C(C=CC(=C1)F)[C@@H](C)N